NC1=CC=C(C(=O)NC2=C(C=C(OC3=CC(=CC=C3)OC3=CC(=C(C=C3)NC(C3=CC=C(C=C3)N)=O)O[Si](OCC)(OCC)OCC)C=C2)O[Si](OCC)(OCC)OCC)C=C1 1,3-bis(4-(4-aminobenzoylamino)-3-(triethoxysiloxy)phenoxy)benzene